BrC=1C=CC2=C(N=C(O2)C2CCN(CC2)C(=O)OC(C)(C)C)C1 tert-Butyl 4-(5-bromo-1,3-benzoxazol-2-yl)piperidine-1-carboxylate